OC=1C=C(C=CC1)C1C(=C(NC=2CC(CC(C12)=O)C1=C(C=CC=C1)OC)C)C(=O)OC1(CCOCC1)C 4-methyltetrahydro-2H-pyran-4-yl 4-(3-hydroxyphenyl)-7-(2-methoxyphenyl)-2-methyl-5-oxo-1,4,5,6,7,8-hexahydroquinoline-3-carboxylate